methyl (4-(1-(1-(5-bromopyridin-2-yl)-2-cyclopropylethyl)-1H-imidazol-4-yl)phenyl)carbamate BrC=1C=CC(=NC1)C(CC1CC1)N1C=NC(=C1)C1=CC=C(C=C1)NC(OC)=O